C(C1=CC=CC=C1)OC(=O)N1CCN(CC1)C(C1CCC2(CCN(CC2)C(=O)OC(C)(C)C)CC1)([2H])[2H] tert-butyl 9-((4-((benzyloxy) carbonyl) piperazin-1-yl) methyl-d2)-3-azaspiro[5.5]undecane-3-carboxylate